C(C)(=O)N([C@@H](C)C(=O)O)C1[C@H](N)[C@@H](O[C@@H](C(=O)O)C)[C@H](O)[C@H](O1)CO N-acetyl-N-muramyl-L-alanine